[(1R,2R)-1-[3,4-bis(methoxymethoxy)phenyl]-2-hydroxy-3-[(4-methylbenzenesulfonyl)oxy]propoxy](tert-butyl)dimethylsilane COCOC=1C=C(C=CC1OCOC)[C@H]([C@@H](COS(=O)(=O)C1=CC=C(C=C1)C)O)O[Si](C)(C)C(C)(C)C